S1(CC=C(C=C1)C=NO)=O thiopyran-4-carbaldehyde 1-oxide oxime